C1(CCC1)C(C1=NC=CC(=C1)O)(F)F 2-(cyclobutyldifluoromethyl)pyridin-4-ol